1-methyl-1H-benzo[d][1,2,3]triazole-4-carboxylic acid CN1N=NC2=C1C=CC=C2C(=O)O